FC(C(=O)O)(F)F.N[C@H](C(=O)OC)CC(\C=C\C)=O Methyl (S,E)-2-amino-4-oxohepta-5-enoate trifluoroacetate